C(=O)O.C(=O)O.C(=O)O.C(=O)O.C1(=CC=CC=C1)C1=CC=CC=C1 biphenyl tetraformate